CC1=C(C(=O)OC)C=C(C(=C1)[C@@H]1CNCCO1)C |o1:11| Methyl (R*)-2,5-dimethyl-4-(morpholin-2-yl)benzoate